3-(difluoromethyl)-N'-(4-(3,4-dimethylphenoxy)phenyl)-1-methyl-1H-pyrazole-4-carbohydrazide FC(C1=NN(C=C1C(=O)NNC1=CC=C(C=C1)OC1=CC(=C(C=C1)C)C)C)F